(2-(3,4-dimethoxyphenyl)-3-isopropyl-1H-indol-5-yl)(5-isopropyl-hexahydropyrrolo[3,4-c]pyrrol-2(1H)-yl)methanone COC=1C=C(C=CC1OC)C=1NC2=CC=C(C=C2C1C(C)C)C(=O)N1CC2CN(CC2C1)C(C)C